(R)-2-methyl-4-(5-(2-oxopyrrolidin-1-yl)-7-(3,4,5-trifluorophenyl)-7H-pyrrolo[2,3-d]pyrimidin-4-yl)piperazine-1-carboxylic acid tert-butyl ester C(C)(C)(C)OC(=O)N1[C@@H](CN(CC1)C=1C2=C(N=CN1)N(C=C2N2C(CCC2)=O)C2=CC(=C(C(=C2)F)F)F)C